(1S,2S)-N-(6-(5-chloro-7-(ethyl-(methyl)amino)-6-fluoro-1H-indazol-4-yl)imidazo[1,2-a]pyridin-2-yl)-2-fluorocyclopropane-1-carboxamide ClC=1C(=C2C=NNC2=C(C1F)N(C)CC)C=1C=CC=2N(C1)C=C(N2)NC(=O)[C@H]2[C@H](C2)F